triethyl-[(trimethoxysilyl)methyl-tris(allyldimethylsilyl)cyclopentadienyl]platinum (IV) C(C)[Pt](C1(C(=C(C(=C1)C[Si](OC)(OC)OC)[Si](C)(C)CC=C)[Si](CC=C)(C)C)[Si](CC=C)(C)C)(CC)CC